NC=1C(=C(C2=CC(=CC=C2C1)Cl)Br)C(=O)C1=C(C=CC(=C1)F)Cl (3-amino-1-bromo-7-chloronaphthalen-2-yl)(2-chloro-5-fluorophenyl)methanone